1-(1,3-benzodioxol-5-yl)-4-(cyclopropane-carbonyl)-3-hydroxy-2-phenyl-2H-pyrrol-5-one O1COC2=C1C=CC(=C2)N2C(C(=C(C2=O)C(=O)C2CC2)O)C2=CC=CC=C2